3,6-dihydroxy-4-methylpyridazine OC=1N=NC(=CC1C)O